7-chloro-1-methyl-4-(1-(5-methylpyrimidin-2-yl)piperidin-4-yl)-1,4-dihydropyrido[2,3-b]pyrazine-2,3-dione ClC1=CC2=C(N(C(C(N2C)=O)=O)C2CCN(CC2)C2=NC=C(C=N2)C)N=C1